1-N-[4-(7-carbamoyl-quinolin-4-yl)oxyphenyl]-1-N'-(4-fluorophenyl)cyclopropane-1,1-dicarboxamide C(N)(=O)C1=CC=C2C(=CC=NC2=C1)OC1=CC=C(C=C1)NC(=O)C1(CC1)C(=O)NC1=CC=C(C=C1)F